CC1=CSC2=C1N=NC=C2C(=C)C 7-methyl-4-(prop-1-en-2-yl)thieno[3,2-c]pyridazine